(1S,2S)-2-((6-(4-((((R)-1-(2-Fluorophenyl)ethoxy)carbonyl)amino)-3-methylisoxazol-5-yl)pyridin-3-yl)carbamoyl)cyclohexan FC1=C(C=CC=C1)[C@H](C)OC(=O)NC=1C(=NOC1C1=CC=C(C=N1)NC(=O)C1CCCCC1)C